C1=NN=C2N1C=1C=CC=C(C1C=C2)C#N [1,2,4]triazolo[4,3-a]quinoline-6-carbonitrile